dipyrrole chloride [Cl-].N1C=CC=C1.N1C=CC=C1